(1-phenylvinyl)boronic acid C1(=CC=CC=C1)C(=C)B(O)O